(2S,3S)-butane-2,3-diol C[C@@H]([C@H](C)O)O